Benzyl (S)-(2-(7-carbamoyl-2-(1-ethyl-3-methyl-1H-pyrazole-5-carboxamido)-3,4-dihydro-5-oxa-1,2a-diazaacenaphthylen-3-yl)ethyl)carbamate C(N)(=O)C=1C=C2OC[C@@H](N3C(=NC(C1)=C32)NC(=O)C3=CC(=NN3CC)C)CCNC(OCC3=CC=CC=C3)=O